N-(1,1,1-trifluorobut-2-yl)benzenesulfonamide ruthenium-erbium-cerium [Ce].[Er].[Ru].FC(C(CC)NS(=O)(=O)C1=CC=CC=C1)(F)F